vinyl-pyrrolinone C(=C)N1C=CC(C1)=O